OC1CN(C1)C1=NC(=NO1)CC=1N(C2=C(C=NC=3C=CC(=CC23)C#N)N1)[C@H]1C[C@H](OCC1)C 2-{[5-(3-hydroxyazetidin-1-yl)-1,2,4-oxadiazol-3-yl]methyl}-1-[(2R,4R)-2-methyloxan-4-yl]-1H-imidazo[4,5-c]quinoline-8-carbonitrile